BrC=1C=C(C(=NC1)N1CC(C1)CN(C)C)NS(=O)(=O)C1CC1 N-(5-Bromo-2-(3-((dimethylamino)methyl)azetidin-1-yl)pyridin-3-yl)cyclopropanesulfonamide